ClC=1C=C(C(=NC1)OC)S(=O)(=O)NC=1C(=C(C(=CC1)F)C=1C=NC=2N(C1)C=NC2C(=O)NC)F 3-[3-(5-Chloro-2-methoxypyridine-3-sulfonamido)-2,6-difluorophenyl]-N-methylimidazo[1,5-a]pyrimidine-8-carboxamide